6-(2-fluoro-4-(7-(2-isopropoxyethoxy)-2-methyl-2H-indazol-4-yl)benzyl)-6,7-dihydro-5H-pyrrolo[3,4-b]pyridin-5-one-7,7-d2 FC1=C(CN2C(C3=NC=CC=C3C2=O)([2H])[2H])C=CC(=C1)C=1C2=CN(N=C2C(=CC1)OCCOC(C)C)C